(7S,13S,17S)-7-ethyl-13-methyl-7,8,9,11,12,13,14,15,16,17-decahydro-6H-cyclopenta[a]phenanthrene-3,17-diol C(C)[C@H]1CC=2C=C(C=CC2C2CC[C@@]3([C@H](CCC3C12)O)C)O